4-methyltetrahydropyran-4-amine CC1(CCOCC1)N